(2S,6R)-2,6-dimethyl-4-(3-methyl-8-(6-(3-morpholinopropoxy)pyridin-3-yl)imidazo[1,5-a]quinoxalin-1-yl)morpholine disodium galactarate O=C([C@H](O)[C@@H](O)[C@@H](O)[C@H](O)C(=O)[O-])[O-].[Na+].[Na+].C[C@H]1CN(C[C@H](O1)C)C1=NC(=C2N1C1=CC(=CC=C1N=C2)C=2C=NC(=CC2)OCCCN2CCOCC2)C